C(C)(C)(C)OC(=O)N1C[C@H](CC=C1C1=CC2=C(CCO2)C=C1)C.O1CCC2=C1C=C(C=C2)C=2CC[C@@H](CN2)C |r| rac-(3S)-6-(2,3-Dihydrobenzofuran-6-yl)-3-methyl-2,3,4,5-tetrahydropyridine tert-Butyl-rac-(3S)-6-(2,3-dihydrobenzofuran-6-yl)-3-methyl-3,4-dihydro-2H-pyridine-1-carboxylate